N-((1-(cyclobutylmethyl)-3-(2,6-difluoro-3,5-dimethoxyphenyl)-2-oxo-1,2,3,4-tetrahydropyrido[4,3-d]pyrimidin-7-yl)methyl)acrylamide C1(CCC1)CN1C(N(CC2=C1C=C(N=C2)CNC(C=C)=O)C2=C(C(=CC(=C2F)OC)OC)F)=O